4,4'-bis(triphenylethenyl)-1,1'-biphenyl C1(=CC=CC=C1)C(=C(C1=CC=CC=C1)C1=CC=CC=C1)C1=CC=C(C=C1)C1=CC=C(C=C1)C(=C(C1=CC=CC=C1)C1=CC=CC=C1)C1=CC=CC=C1